C(OCCCCCBr)(OCCC=CCCCCC)=O (Z)-5-bromopentyl non-3-en-1-yl carbonate